N[C@@H](CCN(C[C@@H]1[C@H]([C@H]([C@@H](O1)N1C=NC=2C(N)=NC=NC12)O)O)CCCN(C)C)C(=O)O 5'-{[(3S)-3-amino-3-carboxypropyl][3-(dimethylamino)propyl]amino}-5'-deoxyadenosine